tert-Butyl (8-bromo-1-methyl-2-oxo-2,3,4,5-tetrahydro-1H-benzo[b]azepin-5-yl)(2-((tert-butoxycarbonyl)oxy)ethyl)carbamate BrC=1C=CC2=C(N(C(CCC2N(C(OC(C)(C)C)=O)CCOC(=O)OC(C)(C)C)=O)C)C1